C1(C=CC(N1C(CC(=O)ON1C(CCC1=O)=O)CC)=O)=O N-3-maleimidovaleryl-oxysuccinimide